OC[C@]1(OC2=C(C1)C=C(C(=C2)N2[C@@H]1CO[C@H](C2)C1)NC(=O)C=1C=NN2C1N=CC=C2)C N-[(2S)-2-(hydroxymethyl)-2-methyl-6-[(1S,4S)-2-oxa-5-azabicyclo[2.2.1]heptan-5-yl]-3H-benzofuran-5-yl]pyrazolo[1,5-a]pyrimidine-3-carboxamide